tert-Butyl [(1R,2S,5S)-2-({[(5-chloropyridin-2-yl)amino](oxo)acetyl}amino)-5-(dimethylaminocarbonyl)cyclohexyl]carbamate ClC=1C=CC(=NC1)NC(C(=O)N[C@@H]1[C@@H](C[C@H](CC1)C(=O)N(C)C)NC(OC(C)(C)C)=O)=O